6-(tertiary butyl)-2H-chromen-2-one C(C)(C)(C)C=1C=C2C=CC(OC2=CC1)=O